OC1(CC(C1)C(=O)N1CC2(C1)CCC(CC2)OC2=C(C=CC(=C2)C(F)(F)F)C)C ((1s,3s)-3-Hydroxy-3-methylcyclobutyl)(7-(2-methyl-5-(trifluoromethyl)phenoxy)-2-azaspiro[3.5]nonan-2-yl)methanone